N-[4-(aminomethyl)-3-methylphenyl]-4-(3-ethyl-4-methyl-5-oxo-4,5-dihydro-1H-1,2,4-triazol-1-yl)-5-fluoro-2-(pent-2-yloxy)benzamide NCC1=C(C=C(C=C1)NC(C1=C(C=C(C(=C1)F)N1N=C(N(C1=O)C)CC)OC(C)CCC)=O)C